C(C=C)(=O)N1[C@@H]2CN([C@@H]2CC1)C1=C(C(=NC2=CC(=CC=C12)C1=CC=CC2=CC=C(C(=C12)Cl)F)OCC12CCCN2CCC1)CC#N 4-((1R,5R)-2-acryloyl-2,6-diazabicyclo[3.2.0]hept-6-yl)-7-(8-chloro-7-fluoronaphthalen-1-yl)-2-((tetrahydro-1H-pyrrolizin-7a(5H)-yl)methoxy)quinoline-3-acetonitrile